CC1=C(C(=CC=C1)C)N1C(N(C2=CC=C(C=C2C1=O)C(=O)C1=C(CCCC1=O)O)C)=O 3-(2,6-dimethylphenyl)-6-[(2-hydroxy-6-oxocyclohex-1-en-1-yl)carbonyl]-1-methylquinazolin-2,4(1H,3H)-dione